perfluorodecane-1,10-diol FC(C(C(C(C(C(C(C(C(C(O)(F)F)(F)F)(F)F)(F)F)(F)F)(F)F)(F)F)(F)F)(F)F)(O)F